(R)-{5-[1-Cyclopropyl-5-(tetrahydro-pyran-4-yl)-1H-[1,2,4]triazol-3-yl]-pyridin-3-yl}-(1,3-dimethyl-azetidin-3-yl)-(4-propyl-phenyl)-methanol C1(CC1)N1N=C(N=C1C1CCOCC1)C=1C=C(C=NC1)[C@@](O)(C1=CC=C(C=C1)CCC)C1(CN(C1)C)C